C(CCCCCCC\C=C/C\C=C/CCCCC)(=O)OCC(COC(CCC(OCCCCCCCC)OCCCCCCCC)=O)COC(NC1CN(C1)C1COC1)=O 3-((4,4-bis(octyloxy)butanoyl)oxy)-2-((((1-(oxetan-3-yl)azetidin-3-yl)-carbamoyl)oxy)methyl)propyl (9Z,12Z)-octadeca-9,12-dienoate